2-(3-(8-amino-6-(2-methyl-oxazol-5-yl)imidazo[1,2-a]pyrazin-3-yl)-4-methylphenyl)-1,1-difluoropropan-2-ol NC=1C=2N(C=C(N1)C1=CN=C(O1)C)C(=CN2)C=2C=C(C=CC2C)C(C(F)F)(C)O